(R)-(4-(4-(difluoromethoxy)pyrazolo[1,5-a]pyridin-2-yl)-6,7-dihydro-1H-imidazo[4,5-c]pyridin-5(4H)-yl)(5-(2-fluoropropan-2-yl)-1,3,4-oxadiazol-2-yl)methanone FC(OC=1C=2N(C=CC1)N=C(C2)[C@@H]2N(CCC1=C2N=CN1)C(=O)C=1OC(=NN1)C(C)(C)F)F